ClC=1C=CC2=C([C@@H](C[C@@H](O2)C(=O)NC23CC(C2)(C3)N3N=CC(=C3)C(=O)N3C[C@H](CC3)OCC)O)C1 (2R,4R)-6-chloro-N-(3-{4-[(3S)-3-ethoxypyrrolidine-1-carbonyl]-1H-pyrazol-1-yl}bicyclo[1.1.1]pentan-1-yl)-4-hydroxy-3,4-dihydro-2H-1-benzopyran-2-carboxamide